S1SC(CC1)CCCCC(=O)OCCCCCOC(CCCC1=CC=CC=C1)=O 5-((4-phenylbutanoyl)oxy)pentyl 5-(1,2-dithiolan-3-yl)pentanoate